(1S,2r)-2-((S)-1-((1,3-dioxoisoindolin-2-yl)methyl)-8-(((S)-1-(5-methylisoxazole-3-carbonyl)pyrrolidin-3-yl)oxy)-1,2,3,4-tetrahydroisoquinoline-2-carbonyl)cyclohexane-1-carboxylic acid O=C1N(C(C2=CC=CC=C12)=O)C[C@H]1N(CCC2=CC=CC(=C12)O[C@@H]1CN(CC1)C(=O)C1=NOC(=C1)C)C(=O)[C@H]1[C@H](CCCC1)C(=O)O